COC1=C(CCC(=O)NC(C)=O)C=CC(=C1)OC N-(2,4-dimethoxybenzyl)acetylacetamide